bromovinyl-butyl-imidazole BrC=CC=1N=C(NC1)CCCC